5-[(1S,2S)-2-{[3-chloro-4-(1-cyclopropoxyethyl)phenyl]carbonyl}cyclopropyl]-2H-1,2,3,4-tetrazole ClC=1C=C(C=CC1C(C)OC1CC1)C(=O)[C@@H]1[C@H](C1)C=1N=NNN1